BrC1=CC2=C(N(S(C23CCC3)(=O)=O)CC3=CC=C(C=C3)OC)C=C1 5-bromo-1-(4-methoxybenzyl)-1H-spiro[benzo[c]isothiazole-3,1'-cyclobutane] 2,2-dioxide